Racemic-tert-butyl 6-[(4-fluorophenyl) methyl]-3-methyl-indoline-1,3-dicarboxylate FC1=CC=C(C=C1)CC1=CC=C2[C@](CN(C2=C1)C(=O)OC(C)(C)C)(C(=O)[O-])C |r|